1-(3-bromo-5-fluorophenyl)-3-(3,5-dichlorophenyl)urea BrC=1C=C(C=C(C1)F)NC(=O)NC1=CC(=CC(=C1)Cl)Cl